C(C=C)(=O)N1CCN(CC1)C1=C(C(N(C2=NC(=C(C=C12)Cl)C1=C(C(=C(C(=C1F)F)F)F)N)C=1C(=NC=CC1C)C(C)C)=O)C#N (M)-4-(4-Acryloylpiperazin-1-yl)-7-(2-amino-3,4,5,6-tetrafluorophenyl)-6-chloro-1-(2-isopropyl-4-methylpyridin-3-yl)-2-oxo-1,2-dihydro-1,8-naphthyridine-3-carbonitrile